4-[2-methyl-1-(1-methylethyl)-1H-imidazol-5-yl]-N-[4-(methylsulfonyl)phenyl]-2-pyrimidinamine CC=1N(C(=CN1)C1=NC(=NC=C1)NC1=CC=C(C=C1)S(=O)(=O)C)C(C)C